ethyl 8-methylimidazo[1,2-a]pyrazine-2-carboxylate CC=1C=2N(C=CN1)C=C(N2)C(=O)OCC